OC=1C=C(C2=CC=CC=C2C1)C1=CC2=C(N(C=N2)C2CCN(CC2)C(C=C)=O)C=C1 1-(4-(5-(3-hydroxynaphthalen-1-yl)-1H-benzo[d]imidazol-1-yl)piperidin-1-yl)prop-2-en-1-one